[N+](=O)([O-])C1=C(C=CC=C1)[C@@H]1[C@H](OC2(O1)CCCCC2)CO ((2R,3R)-3-(2-nitrophenyl)-1,4-dioxaspiro[4.5]dec-2-yl)methanol